FC(C)(F)C1=NC(=CC(=N1)C1=CN(C2=CN=C(C=C21)NC(C)=O)C)OC(F)F N-(3-(2-(1,1-difluoroethyl)-6-(difluoromethoxy)pyrimidin-4-yl)-1-methyl-1H-pyrrolo[2,3-c]pyridin-5-yl)acetamide